neopentanamine C(C(C)(C)C)N